ClC1=C(C=CC=C1)C1N(CCCCC1)C=1C=C(C(=NC1)C(=O)N[C@H](C)\C=C\S(=O)(=O)C)F 5-(2-(2-Chlorophenyl)azepan-1-yl)-3-fluoro-N-((R,E)-4-(methylsulfonyl)but-3-en-2-yl)picolinamide